ClC1=C(CN[C@@H](CCOC2CC(C2)CCC2=NC=3NCCCC3C=C2)C(=O)O)C(=CN=C1)C N-(3-chloro-5-methylisonicotinyl)-O-(3-(2-(5,6,7,8-tetrahydro-1,8-naphthyridin-2-yl)ethyl)cyclobutyl)homoserine